FC(OC1=C(C=CC(=C1)F)C1=NC=CC2=C1CN(C2=O)C2=NC=C(C=C2)OC(F)F)F 4-[2-(difluoromethoxy)-4-fluorophenyl]-2-[5-(difluoromethoxy)pyridin-2-yl]-2,3-dihydro-1H-pyrrolo[3,4-c]pyridin-1-one